((1S,2S,5R)-3-(2-((1-(3,4,5-trimethoxyphenyl)-1H-imidazol-4-yl)amino)pyrrolo[2,1-f][1,2,4]triazin-4-yl)-3-azabicyclo[3.1.0]hex-2-yl)methanol COC=1C=C(C=C(C1OC)OC)N1C=NC(=C1)NC1=NN2C(C(=N1)N1[C@@H]([C@H]3C[C@H]3C1)CO)=CC=C2